4-amino-N-(2-(1-(4-((6-amino-2-butoxy-8-oxo-7H-purin-9(8H)-yl)methyl)benzyl)piperidin-4-yl)ethyl)-3,5-difluorobenzamide NC1=C(C=C(C(=O)NCCC2CCN(CC2)CC2=CC=C(C=C2)CN2C3=NC(=NC(=C3NC2=O)N)OCCCC)C=C1F)F